C(C1=CC=CC=C1)OC=1C=C(C=CC1)CC(=O)NC1=CC=CC=C1 2-(3-benzyloxyphenyl)-N-phenyl-acetamide